2-((6-methoxy-5-(trifluoromethyl)pyridazin-3-yl)methyl)-3-methylnaphthalene-1,4-dione COC1=C(C=C(N=N1)CC=1C(C2=CC=CC=C2C(C1C)=O)=O)C(F)(F)F